2-Amino-N-(1-(4-chloro-7-ethoxy-1H-indazol-6-yl)ethyl)-5-(piperidin-1-yl)pyrazolo[1,5-a]pyrimidine-3-carboxamide trifluoroacetate salt FC(C(=O)O)(F)F.NC1=NN2C(N=C(C=C2)N2CCCCC2)=C1C(=O)NC(C)C1=CC(=C2C=NNC2=C1OCC)Cl